CN1CC[C@@H]2[C@H]1CN(CC2)C2=C(C=NC=1NC3=C(C=C(C(=C3C12)F)F)NC)C1=CN2C(C(=CC=C2C=C1)C(=O)O)=O 7-[4-[(3aS,7aS)-1-methyl-3,3a,4,5,7,7a-hexahydro-2H-pyrrolo[2,3-c]pyridin-6-yl]-5,6-difluoro-8-(methylamino)-9H-pyrido[2,3-b]indol-3-yl]-4-oxo-quinolizine-3-carboxylic acid